CC1=C(N)C=C(C(=C1)C)S(=O)(=O)N1CCN(CCC1)C 2,4-dimethyl-5-((4-methyl-1,4-diazepan-1-yl)sulfonyl)aniline